methyl 6-(tert-butylsulfonyl)-7-methoxyimidazo[1,2-a]pyridine-2-carboxylate C(C)(C)(C)S(=O)(=O)C=1C(=CC=2N(C1)C=C(N2)C(=O)OC)OC